3-[4-[3,3-difluoro-1-(1,2,3,4-tetrahydroisoquinolin-5-ylmethyl)-4-piperidinyl]anilino]piperidine-2,6-dione FC1(CN(CCC1C1=CC=C(NC2C(NC(CC2)=O)=O)C=C1)CC1=C2CCNCC2=CC=C1)F